FC=1C=C2C(=NC=3N(C2=CC1)C(=NN3)C)N3CCCC1=C(C=CC=C31)C#CC3OCCCC3 7-fluoro-1-methyl-5-(5-((tetrahydro-2H-pyran-2-yl)ethynyl)-3,4-dihydroquinolin-1(2H)-yl)-[1,2,4]triazolo[4,3-a]quinazoline